FC1=C(C(=O)N[C@@H](C(=O)N2CCC3(C(CNC3=O)C3=CC=C(C=C3)F)CC2)C(C)C)C=C(C=C1)C(F)(F)F 2-fluoro-N-((2R)-1-(4-(4-fluorophenyl)-1-oxo-2,8-diazaspiro[4.5]decan-8-yl)-3-methyl-1-oxobutan-2-yl)-5-(trifluoromethyl)benzamide